2-phenoxyethanol tert-butyl-(1R,5S,6r)-6-[methyl-(1,1,1-trifluoro-2-methylpropan-2-yl)carbamoyl]-3-azabicyclo[3.1.0]hexane-3-carboxylate C(C)(C)(C)[C@]12CN(C[C@H]2[C@H]1C(N(C(C(F)(F)F)(C)C)C)=O)C(=O)OCCOC1=CC=CC=C1